methyl (S)-3-(8-aminoquinolin-5-yl)-2-(tritylamino)propanoate NC=1C=CC(=C2C=CC=NC12)C[C@@H](C(=O)OC)NC(C1=CC=CC=C1)(C1=CC=CC=C1)C1=CC=CC=C1